FC1=CC=C(OCC=2C=C(\C=C/3\C(=C(C4=CC=C(C=C34)OC)CC(=O)O)C)C=CC2)C=C1 (Z)-2-(1-(3-((4-Fluorophenoxy)methyl)benzylidene)-6-methoxy-2-methyl-1H-inden-3-yl)acetic acid